ethyl 3-methyl-4-(pyridin-3-yl)-1H-pyrrole-2-carboxylate CC1=C(NC=C1C=1C=NC=CC1)C(=O)OCC